CC1=C(C=CC=C1C)C1=C(C=C2C(=N1)C(=NN2)C=2C=CC(=NC2)C2C(N(CCN2)C)=O)OC (5-(5-(2,3-dimethylphenyl)-6-methoxy-1H-pyrazolo[4,3-b]pyridin-3-yl)pyridin-2-yl)-1-methylpiperazin-2-one